dodecyl (4S)-4-[4-(1H-1,2,3-triazol-1-yl)benzoylamino]-5-(4-methylpiperazin-1-yl)-5-oxopentanethioate hydrochloride salt Cl.N1(N=NC=C1)C1=CC=C(C(=O)N[C@@H](CCC(OCCCCCCCCCCCC)=S)C(=O)N2CCN(CC2)C)C=C1